N1N=NC(=C1)CN1C(N=C(C2=CC=C(C=C12)C(F)(F)F)NC)=O 1-((1H-1,2,3-triazol-4-yl)methyl)-4-(methylamino)-7-(trifluoromethyl)quinazolin-2(1H)-one